N-(3-(1H-imidazol-1-yl)propyl)-7-cyclobutyl-5-phenylpyrazolo[1,5-a]pyrimidine-2-carboxamide N1(C=NC=C1)CCCNC(=O)C1=NN2C(N=C(C=C2C2CCC2)C2=CC=CC=C2)=C1